4-((2,4-dioxo-3-(2,2,2-trifluoroethyl)-3,4-dihydroquinazolin-1(2H)-yl)methyl)-N-hydroxybenzamide O=C1N(C2=CC=CC=C2C(N1CC(F)(F)F)=O)CC1=CC=C(C(=O)NO)C=C1